3-(3,4-dichlorophenyl)-5-(2-(3-fluoropyrrolidin-1-yl)-2-oxoethyl)-1H-pyrrolo[3,2-c]pyridin-4(5H)-one ClC=1C=C(C=CC1Cl)C1=CNC2=C1C(N(C=C2)CC(=O)N2CC(CC2)F)=O